3,4-diaminophenylboronic acid NC=1C=C(C=CC1N)B(O)O